decane-1,10-dicarboxylic acid C(CCCCCCCCCC(=O)O)C(=O)O